ClC=1C=C(CNC(=O)C=2OC=C(N2)C2=NC(=NC=C2)NC2CCOCC2)C=C(C1)F N-(3-chloro-5-fluorobenzyl)-4-(2-((tetrahydro-2H-pyran-4-yl)amino)pyrimidin-4-yl)oxazole-2-carboxamide